CC(C)N1C(=NC=C1)N 1-(1-methylethyl)-1H-imidazol-2-amine